CC(CC[C@@H](C(=O)O)NC([C@H]([C@H](CC)C)NC(CNC(=O)[C@H]1NCCC1)=O)=O)(C)C (2S)-5,5-dimethyl-2-[(2S,3S)-3-methyl-2-(2-{[(2S)-pyrrolidin-2-yl]formamido}acetamido)pentanamido]hexanoic acid